OC=1C=C2C=NNC2=CC1 5-hydroxy-1H-indazole